trifluoroacetyl-3-trifluoromethylphenethylamine FC(C(=O)NCCC1=CC(=CC=C1)C(F)(F)F)(F)F